C(CC)N(CCC1=CNC=2C=CC=C(C12)O)CCC 3-[2-(dipropylamino)ethyl]-1H-indol-4-ol